C12CC(C1)C2 bicyclo-[1.1.1]pentane